(5R,8S)-4-chloro-1-fluoro-6,7,8,9-tetrahydro-5H-5,8-epiminocyclohepta[c]pyridine ClC=1C2=C(C(=NC1)F)C[C@@H]1CC[C@H]2N1